C(#N)C=1C=C(C(=O)C(=O)O)C=CC1 3-cyanobenzoyl-carboxylic acid